(5-(4-(5-cyanopyridin-2-yl)-4-fluoropiperidine-1-carbonyl)-2-ethyl-4-methylphenyl)-6-morpholinylnicotinamide C(#N)C=1C=CC(=NC1)C1(CCN(CC1)C(=O)C=1C(=CC(=C(C1)C1=C(C(=O)N)C=CC(=N1)N1CCOCC1)CC)C)F